COC(=O)[C@H]1NC([C@H](C1)COCC1=CC=CC=C1)=O.BrC1(CC(=C(C(=O)O)C=C1OC1COCC1)[N+](=O)[O-])[2H] 4-bromo-2-nitro-5-((tetrahydrofuran-3-yl)oxy)benzoic acid-4-d methyl-(2S,4R)-4-(benzyloxymethyl)-5-oxo-pyrrolidine-2-carboxylate